OC=1C=C(C=CC1O)C(C(=O)O)(C)C 3,4-dihydroxyphenyl-2-methylpropionic acid